FC1=C(CN(C=2C=C3N(C(N2)=O)C[C@H]2N3CCCC2)C)C=CC(=C1)F (S)-3-((2,4-Difluorobenzyl)(methyl)amino)-6,7,8,9,9a,10-hexahydro-1H-pyrido[1',2':3,4]imidazo[1,2-c]pyrimidin-1-one